NC1=NC(=CC(=N1)C1=CC=CC(=C1C#N)C)Cl 6-(2-amino-6-chloro-4-pyrimidinyl)-2-methylbenzonitrile